C(C)(C)(C)C=1C(=CC(=C(C1)C(CCC)C1=C(C=C(C(=C1)C(C)(C)C)O)C)C)O 1,1-bis(5-tert-butyl-4-hydroxy-methylphenyl)butane